1-(3,3-dimethyl-2,3-dihydro-1H-inden-5-yl)ethan-1-one CC1(CCC2=CC=C(C=C12)C(C)=O)C